C(C)(=O)ON=C(C)C=1C=CC=2N(C3=CC=C(C=C3C2C1)C(C1=C(C=CC=C1)C)=O)CC 1-[9-ethyl-6-(2-methyl-benzoyl)-9H-carbazole-3-yl]ethanone 1-(O-acetyl oxime)